NC=1C(=NC2=CC=CN=C2C1C1=C2C=NNC2=CC=C1C)C(=O)N 3-Amino-4-(5-methyl-1H-indazol-4-yl)-1,5-naphthyridine-2-carboxamide